C(C1=CC=CC=C1)C1(C(CCC1)=O)C(=O)OCC Ethyl 1-benzyl-2-oxocyclopentane-1-carboxylate